N1=CC(=CC=C1)NC(=O)C1NCCC1 N-(pyridine-3-yl)pyrrolidine-2-formamide